tert-butyl trans-3-(((benzyloxy)carbonyl)amino)-4-(trifluoromethyl)pyrrolidine-1-carboxylate C(C1=CC=CC=C1)OC(=O)N[C@@H]1CN(C[C@H]1C(F)(F)F)C(=O)OC(C)(C)C